bis(2-naphthyl)-1,4-phenylenediamine C1=C(C=CC2=CC=CC=C12)NC1=CC=C(C=C1)NC1=CC2=CC=CC=C2C=C1